OCC(=O)[C@H](O)[C@H](O)CO (D)-ribulose